6-isopropyl-aniline C(C)(C)C1=CC=CC=C1N